OC1(C(CCC1)N1C(C(=CC2=C1N=C(N=C2)NC2(CCN(CC2)S(=O)(=O)C)[2H])C([2H])(F)F)=O)C([2H])([2H])[2H] (±)-8-(2-hydroxy-2-(methyl-d3)cyclopentyl)-6-(difluoromethyl-d)-2-((1-(methylsulfonyl)piperidin-4-yl-4-d)-amino)pyrido[2,3-d]pyrimidin-7(8H)-one